C(NNNNNCCCCCCCCCCCCC(=O)[O-])(=O)[O-] pentaazanonadecanedioate